benzyl (2-(2-(((1R,5S,6s)-3-(5-fluoro-3-methyl-1-(pyrimidin-2-yl)-1H-pyrazole-4-carbonyl)-3-azabicyclo[3.1.0]hexan-6-yl)oxy)-6-(4-fluorophenyl)pyridin-4-yl)propan-2-yl)carbamate FC1=C(C(=NN1C1=NC=CC=N1)C)C(=O)N1C[C@@H]2C([C@@H]2C1)OC1=NC(=CC(=C1)C(C)(C)NC(OCC1=CC=CC=C1)=O)C1=CC=C(C=C1)F